C(C1=CC=CC=C1)OCCOCCN(C(OC(C)(C)C)=O)CCOCCOCCNC(OC(C)(C)C)=O tert-butyl (2-(2-(benzyloxy)ethoxy)ethyl)(2,2-dimethyl-4-oxo-3,8,11-trioxa-5-azatridecan-13-yl)carbamate